N-(3-(3-methoxyazetidin-1-yl)phenyl)cyclohexanecarboxamide COC1CN(C1)C=1C=C(C=CC1)NC(=O)C1CCCCC1